(3,4-xylyl) ketone C1(=CC(=C(C=C1)C)C)C(=O)C1=CC(=C(C=C1)C)C